C(C)N1N=CC(=N1)C=1C=NC2=CC=CC=C2C1 3-(2-Ethyl-2H-1,2,3-triazol-4-yl)quinoline